N-(4-chlorophenyl)-9-(1-isopropyl-1,2,3,6-tetrahydropyridin-4-yl)-1-methyl-6,7-dihydro-5H-benzo[c][1,2,3]triazolo[1,5-a]azepin-7-amine 2,2,2-trifluoroacetate FC(C(=O)O)(F)F.ClC1=CC=C(C=C1)NC1C2=C(C=3N(CC1)N=NC3C)C=CC(=C2)C=2CCN(CC2)C(C)C